N-(1-methyl-2-(2-methylpyridin-4-yl)-1H-pyrrolo[3,2-c]pyridin-6-yl)cyclopropanecarboxamide CN1C(=CC=2C=NC(=CC21)NC(=O)C2CC2)C2=CC(=NC=C2)C